N1=CC=C(C=C1)NC(=O)[C@@H]1CC[C@H](CC1)[C@@H](C)N (R)-trans-N-(pyridin-4-yl)-4-(1-aminoethyl)cyclohexanecarboxamide